potassium (2,4-difluoro-6-hydroxyphenyl)trifluoroborate FC1=C(C(=CC(=C1)F)O)[B-](F)(F)F.[K+]